BrC1=CC=C(C=C1)[C@]12[C@](C=3C(=NC(=CC3O1)Cl)OC)([C@@H]([C@@H]([C@H]2C2=CC=CC=C2)CN2CCCC2)O)O |r| rac-(5aR,6S,7S,8R,8aS)-5a-(4-bromophenyl)-3-chloro-1-methoxy-6-phenyl-7-(pyrrolidin-1-ylmethyl)-5a,6,7,8-tetrahydro-8aH-cyclopenta[4,5]furo[3,2-c]pyridine-8,8a-diol